CC1=NSC(=C1)NC1=NC(=C2C(=N1)NN=C2)NC2CCC(CC2)N2CCOCC2 N6-(3-methylisothiazol-5-yl)-N4-((1r,4r)-4-morpholinocyclohexyl)-1H-pyrazolo[3,4-d]pyrimidine-4,6-diamine